C(C)[Si](CCCCCCC)(C)CC Diethylmethyl-(heptyl)silane